3,3-dimethylisoindolin-1-one CC1(NC(C2=CC=CC=C12)=O)C